2,2'-((2-((4'-((S,E)-4-hydroxy-3-(2-((S)-1-hydroxyethyl)-1H-imidazol-1-yl)but-1-en-1-yl)-[1,1'-biphenyl]-4-yl)oxy)ethyl)azanediyl)bis(ethan-1-ol) OC[C@H](/C=C/C1=CC=C(C=C1)C1=CC=C(C=C1)OCCN(CCO)CCO)N1C(=NC=C1)[C@H](C)O